C1(=CC=CC=C1)[B-](C1=CC=CC=C1)(C1=CC=CC=C1)C1=CC=CC=C1.C(C(=O)C1=CC=CC=C1)[N+]12CCN(CC1)CC2 1-Phenacyl-(1-azonia-4-azabicyclo[2.2.2]octane) tetraphenylborate